NC1=NC=CC(=C1F)CC=1C(=C(N=NC1)NC1=C(C=C(C=C1)Cl)F)C 5-[(2-amino-3-fluoro-4-pyridyl)methyl]-N-(4-chloro-2-fluoro-phenyl)-4-methyl-pyridazin-3-amine